2,5-diaminobenzenecarbonitrile NC1=C(C=C(C=C1)N)C#N